5-(5-(1-methylcyclopentyloxycarbonyl)naphthyl)-bicyclo[2.2.1]hept-2-ene CC1(CCCC1)OC(=O)C1=C2C=CC=C(C2=CC=C1)C1C2C=CC(C1)C2